(4-bromophenyl)(3-hydroxy-4-methoxyphenyl)methanone BrC1=CC=C(C=C1)C(=O)C1=CC(=C(C=C1)OC)O